5-(3-bromoprop-1-ynyl)-2-(2,6-dioxopiperidin-3-yl)isoindoline-1,3-dione BrCC#CC=1C=C2C(N(C(C2=CC1)=O)C1C(NC(CC1)=O)=O)=O